C(C1=CC=CC=C1)O[C@@H]1[C@@H](NC[C@@H]([C@H]1OCC1=CC=CC=C1)OCC1=CC=CC=C1)COCC1=CC=CC=C1 (2S,3R,4R,5S)-3,4,5-tris(benzyloxy)-2-((benzyloxy)methyl)piperidine